Cl.CN1C=NC2=C1C=CC=C2N 1-methyl-1H-benzo[d]imidazol-4-amine hydrochloride